N[C@H]1C(N(CC1)[C@H]1CN(C[C@H](C1)C)C1=CC=NC=2C1=NC=CN2)=O (R)-3-amino-1-((3R,5S)-5-methyl-1-(pyrido[3,2-b]pyrazin-8-yl)piperidin-3-yl)pyrrolidin-2-one